FC=1C(=NC=C(C#N)C1)OCCOC1=CC(=NC=C1)N1C(=NC=C1)C 5-fluoro-6-(2-((2-(2-methyl-1H-imidazol-1-yl)pyridin-4-yl)oxy)ethoxy)nicotinonitrile